C=CC(=O)OCCCCCCOC(=O)C=C 1,6-hexamethylene diacrylate